C(CCCCCCC)C1=C(C(C(=O)[O-])=CC(=C1)C)O 3-octyl-5-methylsalicylate